C1(=CC=CC=C1)C1C2=CC=CC=C2N(C=2C=CC=CC12)C1=CC=CC=C1 9,10-diphenyl-acridine